4-{[3-benzyl-5-(2-cyclohexanecarboxamidobenzo[d]thiazol-6-yl)-1H-pyrazol-1-yl]methyl}-N-hydroxybenzamide C(C1=CC=CC=C1)C1=NN(C(=C1)C1=CC2=C(N=C(S2)NC(=O)C2CCCCC2)C=C1)CC1=CC=C(C(=O)NO)C=C1